O1COCC2=C1C=CC=C2NC2=NC(=NC(=N2)Cl)N2CCOCC2 N-(benzo[d][1,3]dioxan-5-yl)-4-chloro-6-morpholino-1,3,5-triazin-2-amine